C(C)(=O)C=1OC2=C(C1COC1=C(C=CC(=C1)OC)CC(=O)O)C=C(C=C2)C2=CC(=CC=C2)CN 2-(2-((acetyl-5-(3-(aminomethyl)phenyl)benzofuran-3-yl)methoxy)-4-methoxyphenyl)acetic acid